CS(=O)(=O)C1=CC=C2C(=C(C(N(C2=C1)C)=O)C#N)N1CCC(CC1)C1=CC=C(C=C1)OC 7-(methylsulfonyl)-4-[4-(4-methoxyphenyl)piperidin-1-yl]-1-methyl-2-oxo-1,2-dihydroquinoline-3-carbonitrile